CC=1C(=C(O[SiH2]OC2=C(C(=C(C=C2)C)C)C#N)C=CC1C)C#N bis(3,4-dimethyl-cyanophenoxy)silane